(E)-((2-(4-chloro-2-fluorophenyl)-2-methylbenzo[d][1,3]dioxan-4-yl)methylene)hydrazine ClC1=CC(=C(C=C1)C1(OC(C2=C(O1)C=CC=C2)\C=N\N)C)F